creatine carbonate C(O)(O)=O.O=C(O)CN(C)C(N)=N